NC=1C(=NN(C1C(=O)N)C1=C(C=C(C=C1)CNC(C1=C(C=CC(=C1)F)OC)=O)OCC)C(C)C 4-amino-1-(2-ethoxy-4-((5-fluoro-2-methoxybenzamido)methyl)phenyl)-3-isopropyl-1H-pyrazole-5-carboxamide